1-(2-((6-(2-((R)-1-(ethylamino)ethyl)pyridin-4-yl)-[1,2,4]triazolo[1,5-a]pyrazin-8-yl)oxy)ethoxy)-6,6,6-trifluorohexan-3-amine C(C)N[C@H](C)C1=NC=CC(=C1)C=1N=C(C=2N(C1)N=CN2)OCCOCCC(CCC(F)(F)F)N